COC=1C=C(C=NC1NC1=NNC2=CC(=CC=C12)[C@@H]1C[C@@]12C(NC1=CC=C(C=C21)OC)=O)S(=O)(=O)NC2(COC2)C 5-methoxy-6-({6-[(1r,2s)-5'-methoxy-2'-oxo-1',2'-dihydrospiro[cyclopropan-1,3'-indol]-2-yl]-1H-indazol-3-yl}amino)-N-(3-methyloxetan-3-yl)pyridine-3-sulfonamide